1-acetyl-2-(3-methoxy-4-(2-methoxyethoxy)-benzylidene)-indolin-3-one C(C)(=O)N1C(C(C2=CC=CC=C12)=O)=CC1=CC(=C(C=C1)OCCOC)OC